C(C1=CC=CC=C1)OC(=O)N1CCN(CC1)CC(CO)(C)C 4-(3-hydroxy-2,2-dimethylpropyl)piperazine-1-carboxylic acid benzyl ester